6-cyclopropyl-N-(3-(3-((R)-fluoro(4-methyl-4H-1,2,4-triazol-3-yl)methyl)oxetan-3-yl)phenyl)-4-(((S)-2-isopropyl-4-methyl-piperazin-1-yl)methyl)picolinamide C1(CC1)C1=CC(=CC(=N1)C(=O)NC1=CC(=CC=C1)C1(COC1)[C@H](C1=NN=CN1C)F)CN1[C@H](CN(CC1)C)C(C)C